ClC1=C(C=CC=C1OCC)C(CC)O 1-(2-chloro-3-ethoxyphenyl)propan-1-ol